FC1(CCOC2=CC=C(C=C12)C(C)N1C[C@@H](N(C[C@H]1C)C=1C=2C(N(C(C1)=O)C)=CN(N2)CC#N)C)F (7-((2S,5R)-4-(1-(4,4-difluorochroman-6-yl)ethyl)-2,5-dimethylpiperazin-1-yl)-4-methyl-5-oxo-4,5-dihydro-2H-pyrazolo[4,3-b]pyridin-2-yl)acetonitrile